2-[3-(hydroxymethyl)-4-[1-methyl-5-[[5-(1-methylazetidin-3-yl)-2-pyridyl]amino]-6-oxo-3-pyridyl]-2-pyridyl]-3,4,6,7,8,9-hexahydropyrazino[1,2-a]indol-1-one OCC=1C(=NC=CC1C1=CN(C(C(=C1)NC1=NC=C(C=C1)C1CN(C1)C)=O)C)N1C(C=2N(C=3CCCCC3C2)CC1)=O